(E)-(2-((2-(5-methyloxazole-2-carbonyl)-hydrazineylidene)methyl)phenyl)boronic acid CC1=CN=C(O1)C(=O)N\N=C\C1=C(C=CC=C1)B(O)O